vinyltri(β-methoxy-ethoxy)vinylsilane C(=C)[SiH2]C(=C(OCCOC)OCCOC)OCCOC